ammonium hexadecyl L-phenylalaninate tosylate salt S(=O)(=O)([O-])C1=CC=C(C)C=C1.N[C@@H](CC1=CC=CC=C1)C(=O)OCCCCCCCCCCCCCCCC.[NH4+]